ClC1=NC=CC(=C1)OCC(C)(C)NC(=O)C=1C=C2C(=NC1)N(C=C2)C N-(1-((2-chloropyridin-4-yl)oxy)-2-methylpropan-2-yl)-1-methyl-1H-pyrrolo[2,3-b]pyridine-5-carboxamide